ClCCOC1=C(C=C(C(=O)OC)C=C1)OC methyl 4-(2-chloroethoxy)-3-methoxy-benzoate